ClC1=C(C(=C(C=C1OC)OC)Cl)C1=CC2=C(N=C(N=C2)N[C@H]2[C@H](COC2)NC(C=C)=O)C(=N1)N1C[C@@](CC1)(C)O N-((3R,4S)-4-((6-(2,6-dichloro-3,5-dimethoxyphenyl)-8-((S)-3-hydroxy-3-methylpyrrolidin-1-yl)pyrido[3,4-d]pyrimidin-2-yl)amino)tetrahydrofuran-3-yl)acrylamide